S1C=NC2=C1C=C(C=C2)C2=NC(=NC=C2C#N)N[C@@H]2CC[C@H](CC2)N(C(=O)NCC2=CC=CC=C2)C2=CC=C(C=C2)C=2C=NN(C2)C 1-(trans-4-((4-(1,3-benzothiazol-6-yl)-5-cyanopyrimidin-2-yl)amino)cyclohexyl)-3-benzyl-1-(4-(1-methyl-1H-pyrazol-4-yl)phenyl)urea